trans-(4-nitrophenyl) N-[4-[5-[2-(tert-butylsulfamoyl)-4-(isopropoxycarbonylamino)phenyl]thiazol-2-yl]cyclohexyl]carbamate C(C)(C)(C)NS(=O)(=O)C1=C(C=CC(=C1)NC(=O)OC(C)C)C1=CN=C(S1)[C@@H]1CC[C@H](CC1)NC(OC1=CC=C(C=C1)[N+](=O)[O-])=O